ethyl (S)-2-(((1-(4-fluorobenzyl)-1H-pyrazol-4-yl) methyl) amino)-7,8-dimethyl-6-oxo-5,6,7,8-tetrahydropteridine-4-carboxylate FC1=CC=C(CN2N=CC(=C2)CNC2=NC=3N([C@H](C(NC3C(=N2)C(=O)OCC)=O)C)C)C=C1